(3S)-3-cyano-N-[4-(3-cyanophenyl)-5-(2,6-dimethyl-4-pyridyl)thiazol-2-yl]pyrrolidine-1-carboxamide C(#N)[C@@H]1CN(CC1)C(=O)NC=1SC(=C(N1)C1=CC(=CC=C1)C#N)C1=CC(=NC(=C1)C)C